5-methacryloxyamyl-trimethoxysilane yttrium-silicon [Si].[Y].C(C(=C)C)(=O)OCCCCC[Si](OC)(OC)OC